[Na].[Na].[Fe] Iron Disodium